[4-(3,5-difluorophenyl)-3-fluoropyridin-2-yl]acetic acid FC=1C=C(C=C(C1)F)C1=C(C(=NC=C1)CC(=O)O)F